butyl N-[(tert-butoxy)carbonyl]-N-[6-({4-vinyl-7-methyl-9-oxo-3-thia-5,7,10,11-tetraazatricyclo[6.4.0.0{2,6}]dodeca-1(8),2(6),4,11-tetraen-10-yl}methyl)pyridin-2-yl]carbamate C(C)(C)(C)OC(=O)N(C(OCCCC)=O)C1=NC(=CC=C1)CN1C(C=2N(C=3N=C(SC3C2C=N1)C=C)C)=O